(E)-5-(3-(2-cyano-2-(6-methoxy-3H-imidazo[4,5-c]pyridin-2-yl)vinyl)-2,5-dimethyl-1H-pyrrol-1-yl)-2-methylthiazole-4-carbonitrile C(#N)\C(=C/C1=C(N(C(=C1)C)C1=C(N=C(S1)C)C#N)C)\C1=NC2=C(C=NC(=C2)OC)N1